FC=1C(=C(C=CC1F)C=1C(O[C@H](C1OC)C(C)C)=O)OC (s)-3-(3,4-difluoro-2-methoxyphenyl)-5-isopropyl-4-methoxyfuran-2(5H)-one